4-(acryloxyhexyloxy)benzoic acid C(C=C)(=O)OCCCCCCOC1=CC=C(C(=O)O)C=C1